C(C=C)(=O)OP(O)(O)=O acryloxyphosphonic acid